3-(((4-(4-(trifluoromethyl)phenyl)phthalazin-1-yl)amino)methyl)pyrrolidin-2-one FC(C1=CC=C(C=C1)C1=NN=C(C2=CC=CC=C12)NCC1C(NCC1)=O)(F)F